phosphapentanone PC(CCC)=O